C[C@@H]1N(CC1)C(=O)O[C@H]1C[C@H](CC1)C1=CC(=NN1)NC(CC=1C=NN(C1)C)=O (1R,3S)-3-(3-{[(1-methyl-1H-pyrazol-4-yl)acetyl]-amino}-1H-pyrazol-5-yl)-cyclopentyl (2S)-2-methyl-azetidine-1-carboxylate